C(C)C1=CC=C(C=C1)S(=O)(=O)N 4-Ethyl-benzenesulfonamide